(6α,7α,20S)-20-(1-tert-butyldimethylsilyloxymethyl)-6,7-epoxy-pregn-4-en-3-one [Si](C)(C)(C(C)(C)C)OC[C@@H](C)[C@H]1CC[C@H]2[C@@H]3[C@H]4[C@@H](C5=CC(CC[C@]5(C)[C@H]3CC[C@]12C)=O)O4